NC1=NC(=NN1)NC1=CC=C(C=C1)S(=O)(=O)NCCOCC#C 4-((5-amino-1H-1,2,4-triazol-3-yl)amino)-N-(2-(prop-2-yn-1-yloxy)ethyl)benzenesulfonamide